C(C)(C)(C)OC(=O)N1CCC(CC1)C=1C=C2C(=CNC2=CC1)C#N 4-(3-cyano-1H-indol-5-yl)piperidine-1-carboxylic acid tert-butyl ester